5-(tributyl-λ4-stannyl)-3-(triphenylmethyl)imidazole C(CCC)[Sn](C1=CN(C=N1)C(C1=CC=CC=C1)(C1=CC=CC=C1)C1=CC=CC=C1)(CCCC)CCCC